N1(CCC1)C([C@H](CC(=O)O)N(C)C(=O)OCC1C2=CC=CC=C2C=2C=CC=CC12)=O (3S)-4-(azetidin-1-yl)-3-[9H-fluoren-9-ylmethoxycarbonyl-(methyl)amino]-4-oxobutanoic acid